BrC=1C=NN(C1C1=C(C=2C=C(C=NC2C=C1)OC)C#N)C 6-(4-bromo-1-methyl-1H-pyrazol-5-yl)-3-methoxyquinoline-5-carbonitrile